6-((5-fluoro-4-(4-fluoro-1-isopropyl-2-methyl-1H-benzo[d]imidazol-6-yl)pyrimidin-2-yl)amino)-N-hydroxynicotinamide FC=1C(=NC(=NC1)NC1=NC=C(C(=O)NO)C=C1)C=1C=C(C2=C(N(C(=N2)C)C(C)C)C1)F